((2S)-1-(7-Hydroxy-2'-((tetrahydro-1H-pyrrolizin-7a(5H)-yl)methoxy)-3,4,5',8'-tetrahydro-2H,6'H-spiro[naphthalene-1,7'-quinazolin]-4'-yl)piperazin-2-yl)acetonitrile OC1=CC=C2CCCC3(CCC=4C(=NC(=NC4C3)OCC34CCCN4CCC3)N3[C@H](CNCC3)CC#N)C2=C1